(E)-2,3-dichlorohexafluoro-2-butene Cl\C(\C(F)(F)F)=C(/C(F)(F)F)\Cl